2-Propanyl {[(3R,5aR,6S,7R,8aS)-6-(hydroxymethyl)-7-(tetrahydro-2H-pyran-2-yloxy)octahydro-2H-cyclopenta[b]oxepin-3-yl]methoxy}acetate OC[C@H]1[C@@H](C[C@@H]2OC[C@H](CC[C@@H]21)COCC(=O)OC(C)C)OC2OCCCC2